(R,E)-N-((8-bromo-6-methylimidazo[1,2-a]pyridin-2-yl)methylene)-2-methylpropane-2-sulfinamide BrC=1C=2N(C=C(C1)C)C=C(N2)\C=N\[S@](=O)C(C)(C)C